4-HYDROXY-N-PROPARGYL-1(R)-AMINOINDAN C=CC=N[C@@H]1CCC2=C1C=CC=C2O